C1(CC1)C1=NC(=C2N1CCN(C2)C(C)=O)N2CCCC1=CC(=CC=C21)C=2C=NN(C2)C(F)F 1-(3-cyclopropyl-1-(6-(1-(difluoromethyl)-1H-pyrazol-4-yl)-3,4-dihydroquinolin-1(2H)-yl)-5,6-dihydroimidazo[1,5-a]pyrazin-7(8H)-yl)ethan-1-one